4-amino-6-(4-chlorophenyl)-1H-pyrazolo[3,4-d]pyrimidine-1-carboxylate NC1=C2C(=NC(=N1)C1=CC=C(C=C1)Cl)N(N=C2)C(=O)[O-]